(4-fluorophenyl)-4-hydroxy-N-(3-methylbicyclo[1.1.1]pent-1-yl)-1-(2-morpholinoethyl)-2-oxo-1,2-dihydro-1,8-naphthyridine-3-carboxamide FC1=CC=C(C=C1)C1=C2C(=C(C(N(C2=NC=C1)CCN1CCOCC1)=O)C(=O)NC12CC(C1)(C2)C)O